C(\C=C/C(=O)O)(=O)O.ClC=1C=C(NC2=C(C=NC3=CC(=C(C=C23)NC(\C=C\CN(C)C)=O)OCC)C#N)C=CC1OCC1=NC=CC=C1 (E)-N-{4-[3-chloro-4-(2-pyridylmethoxy)anilino]-3-cyano-7-ethoxy-6-quinolinyl}-4-(dimethylamino)-2-butenamide maleate salt